F[C@@H]1[C@H](CNC1)OC=1C=C2CN3[C@@H](C2=CC1)CN(C[C@H]3C)C3=C1C=CC=NC1=C(C=C3)C#N 5-[(4R,10bS)-8-[[(3S,4S)-4-fluoropyrrolidin-3-yl]oxy]-4-methyl-3,4,6,10b-tetrahydro-1H-pyrazino[2,1-a]isoindol-2-yl]quinoline-8-carbonitrile